FC(C(=NO)C=1NC(=CN1)CC1=CC=NC=C1)(F)F 2,2,2-Trifluoro-1-(5-(pyridin-4-ylmethyl)-1H-imidazol-2-yl)ethan-1-one oxime